C(C)OC(=O)C1CC=C(CC1)C=1C=NN(C1)C1OCCCC1 4-[1-(tetrahydro-2H-pyran-2-yl)-1H-pyrazol-4-yl]cyclohex-3-ene-1-carboxylic acid ethyl ester